FC1(C[C@H](CC1)[C@H](C(=O)NC=1SC(=CN1)C)C1=CC=C(C=C1)C=1N=NN(N1)C)F (S)-2-((S)-3,3-Difluorocyclopentyl)-2-(4-(2-methyl-2H-tetrazol-5-yl)phenyl)-N-(5-methylthiazol-2-yl)acetamide